2-{3-[(2R,6S)-2,6-dimethylmorpholine-4-carbonyl]-5,6-dihydrocyclopenta[c]pyrazol-1(4H)-yl}-1-[4-(3-fluoro-5-methylphenyl)piperazin-1-yl]ethan-1-one C[C@@H]1CN(C[C@@H](O1)C)C(=O)C=1C2=C(N(N1)CC(=O)N1CCN(CC1)C1=CC(=CC(=C1)C)F)CCC2